(2-(aminomethyl)-3-fluoroallyloxy)-2-cyclopropyl-3,4-dihydro-2,7-naphthyridin-1(2H)-one NCC(COC1N(C(C2=CN=CC=C2C1)=O)C1CC1)=CF